5-(quinolin-6-yl)-N-(tetrahydro-2H-pyran-4-yl)pyrrolo[2,1-f][1,2,4]triazin-2-amine N1=CC=CC2=CC(=CC=C12)C=1C=CN2N=C(N=CC21)NC2CCOCC2